[Cl-].FC(C1=CC(=NC=N1)N1N=C(N=C1[C@H](C)[NH3+])C)F [(1S)-1-[2-[6-(difluoromethyl)pyrimidin-4-yl]-5-methyl-1,2,4-triazol-3-yl]ethyl]ammonium chloride